(3-chloro-4-(trifluoromethyl)phenyl)(((7-(5-(chlorodifluoromethyl)-1,2,4-oxadiazol-3-yl)imidazo[1,2-a]pyridin-2-yl)methyl)imino)(methyl)-λ6-sulfanone ClC=1C=C(C=CC1C(F)(F)F)S(=O)(C)=NCC=1N=C2N(C=CC(=C2)C2=NOC(=N2)C(F)(F)Cl)C1